CC(CP([O-])(=O)CC(CC(C)(C)C)C)CC(C)(C)C bis(2,4,4-trimethylpentyl)phosphinate